BrC1=C(C=C(C=C1)Cl)C1=NNC=C1 3-(2-Bromo-5-chlorophenyl)-1H-pyrazole